[(2S,3S,5R)-3-[(tert-butyldimethylsilyl) oxy]-2-{[(tert-butyldimethylsilyl) oxy]methyl}-5-[6-(2-methylpropanamido) purin-9-yl]oxolan-2-yl]methyl trifluoromethanesulfonate FC(S(=O)(=O)OC[C@@]1(O[C@H](C[C@@H]1O[Si](C)(C)C(C)(C)C)N1C2=NC=NC(=C2N=C1)NC(C(C)C)=O)CO[Si](C)(C)C(C)(C)C)(F)F